ClC1=CC2=C(C=N1)C(=CN2C2=NC(=CC(=C2)OCC2CS(C2)(=O)=O)[C@@]2(COCC2)OC)C (S)-3-(((2-(6-chloro-3-methyl-1H-pyrrolo[3,2-c]pyridine-1-yl)-6-(3-methoxytetrahydrofuran-3-yl)pyridine-4-yl)oxy)methyl)thietane 1,1-dioxide